furo[3,2-b]pyridin-5-yl-methanol O1C=CC2=NC(=CC=C21)CO